C1(=CC=CC2=CC=CC=C12)[C@@H](C)NC(=O)[C@@H]1OC2=CC=CC=C2C(C1)=O (R)-N-((R)-1-(naphthalen-1-yl)ethyl)-4-oxochromane-2-carboxamide